ClC1=NN(C2=NC(=NC=C21)C(=O)OC)C2=CC=C(C=C2)F methyl 3-chloro-1-(4-fluorophenyl)-1H-pyrazolo[3,4-d]pyrimidine-6-carboxylate